8-acetyl-2-(3,3-difluoropyrrolidin-1-yl)-3,6-dimethylquinazolin-4(3H)-one C(C)(=O)C=1C=C(C=C2C(N(C(=NC12)N1CC(CC1)(F)F)C)=O)C